N-(2-Chlorophenyl)-3-{[2-(4-chlorophenyl)imidazo[1,2-a]pyridin-3-yl]methyl}-3,8-diazabicyclo[3.2.1]octane-8-carboxamide ClC1=C(C=CC=C1)NC(=O)N1C2CN(CC1CC2)CC2=C(N=C1N2C=CC=C1)C1=CC=C(C=C1)Cl